(isoxazol-4-yl)-1-methyl-6-oxo-1,6-dihydropyrimidine-4-carboxamide O1N=CC(=C1)C=1N(C(C=C(N1)C(=O)N)=O)C